(1s,10R,20E)-12-methyl-10-[(7-methyl-1H-indazol-5-yl)methyl]-5,9,12,24,26-pentazapentacyclo[20.5.2.11,4.13,7.025,28]hentriaconta-3,5,7(30),20,22(29),23,25(28)-heptaene-8,11,27-trione CN1C([C@H](NC(C=2C=NC3=C(C[C@]4(C(NC=5N=CC(/C=C/CCCCCCC1)=CC45)=O)C3)C2)=O)CC=2C=C3C=NNC3=C(C2)C)=O